silicon carbonAt C([O-])([O-])=O.[Si+4].C([O-])([O-])=O